O1C(CCCC1)O[C@@H](C)C=1N(C=CN1)CC1=NOC(=C1)C1=CC=C(C=N1)C#CC#CCN1CCOCC1 4-(5-(6-(3-((2-((1S)-1-((tetrahydro-2H-pyran-2-yl)oxy)ethyl)-1H-imidazol-1-yl)methyl)isoxazol-5-yl)pyridin-3-yl)pentane-2,4-diyn-1-yl)morpholine